N-(1-((1S,3R)-3-((5-cyano-4-methoxypyrimidin-2-yl)amino)cyclohexyl)-1H-indazol-5-yl)acrylamide C(#N)C=1C(=NC(=NC1)N[C@H]1C[C@H](CCC1)N1N=CC2=CC(=CC=C12)NC(C=C)=O)OC